F[C@H]1CN(CC[C@H]1NC=1C=2N(C=CC1)C(=C(N2)C#CCNC2=C(C=C(C(=O)NC)C=C2)OC)N(C(C=C)=O)C)C 4-{[3-(8-{[(3S,4R)-3-fluoro-1-methylpiperidin-4-yl]amino}-3-(N-methylprop-2-enamido)imidazo[1,2-a]pyridine-2-yl)prop-2-yn-1-yl]amino}-3-methoxy-N-methylbenzamide